(6R)-6-{[7-bromo-2-(4-methoxyphenyl)[1,2,4]triazolo[1,5-c]quinazolin-5-yl]amino}-1-methyl-1,4-diazepin-5-one BrC1=CC=CC=2C=3N(C(=NC12)NC=1C(N=CCN(C1)C)=O)N=C(N3)C3=CC=C(C=C3)OC